FC=1C(=NC=CC1F)[C@@H](C1(CCCC1)C)NC1=C(C(C1=O)=O)NC1=C(C(=NC=C1)C(=O)N(C)C)O (R)-4-((2-(((3,4-difluoropyridin-2-yl)(1-methylcyclopentyl)methyl)amino)-3,4-dioxocyclobut-1-en-1-yl)amino)-3-hydroxy-N,N-dimethylpicolinamide